N,N-bis(dodecyl)isoquinoline-2-carboxamide C(CCCCCCCCCCC)N(C(=O)N1CC2=CC=CC=C2C=C1)CCCCCCCCCCCC